OCCCCCCCCCCCCCCOC1=CC=C(C=C1)C(\C=C\C1=CC=CC=C1)=O (E)-1-[4-(14-Hydroxytetradecoxy)phenyl]-3-phenylprop-2-en-1-one